2-((((9H-fluoren-9-yl)methoxy)carbonyl)amino)-3-(isoquinolin-8-yl)propanoic acid C1=CC=CC=2C3=CC=CC=C3C(C12)COC(=O)NC(C(=O)O)CC=1C=CC=C2C=CN=CC12